FC1=C(OC2=C3C(=NC=C2)N(C=C3C3=C(C(=CC=C3)OC)F)COCC[Si](C)(C)C)C(=CC(=C1)[N+](=O)[O-])F 4-(2,6-difluoro-4-nitrophenoxy)-3-(2-fluoro-3-methoxyphenyl)-1-{[2-(trimethylsilyl)ethoxy]methyl}-1H-pyrrolo[2,3-b]pyridine